(R)-2-(4-bromo-2-(1,1-difluoropropyl)-5-fluorophenoxy)-3-fluoropropyl acetate C(C)(=O)OC[C@H](CF)OC1=C(C=C(C(=C1)F)Br)C(CC)(F)F